FC(C1=NN(C=C1C1=NN=C(O1)SCC(=O)N1CCN(CC1)S(=O)(=O)C(C)C)C)F 2-((5-(3-(difluoromethyl)-1-methyl-1H-pyrazol-4-yl)-1,3,4-oxadiazol-2-yl)thio)-1-(4-(isopropylsulfonyl)piperazin-1-yl)ethan-1-one